(S)-1-({3,4-difluoro-2-[(2-fluoro-4-iodophenyl)amino]phenyl}carbonyl)-3-pyrrolidin-2-ylazetidin-3-ol FC=1C(=C(C=CC1F)C(=O)N1CC(C1)(O)[C@H]1NCCC1)NC1=C(C=C(C=C1)I)F